(4S,7R)-7-(2-methoxyphenyl)-2-methyl-5-oxo-4-(2-thienyl)-1,4,5,6,7,8-hexahydro-3-quinolinecarboxylic acid tetrahydro-2-furanylmethyl ester O1C(CCC1)COC(=O)C1=C(NC=2C[C@H](CC(C2[C@@H]1C=1SC=CC1)=O)C1=C(C=CC=C1)OC)C